FC1=C(C(=CC(=C1)OC)F)C1=C(C(N(N1C)C1=NC(=CN=C1)C)=O)NC(C1=CC=C(C=C1)OC(F)F)=O N-[5-(2,6-difluoro-4-methoxyphenyl)-1-methyl-2-(6-methylpyrazin-2-yl)-3-oxo-2,3-dihydro-1H-pyrazol-4-yl]-4-(difluoromethoxy)benzamide